N-(p-tolyl)-2-(1-(4-(5-(trifluoromethyl)-1,2,4-oxadiazol-3-yl)phenyl)-1H-imidazol-4-yl)acetamide Lithium Iron Phosphate Lithium [Li+].P(=O)([O-])([O-])[O-].[Fe+2].[Li+].C1(=CC=C(C=C1)NC(CC=1N=CN(C1)C1=CC=C(C=C1)C1=NOC(=N1)C(F)(F)F)=O)C